N-((3-chloro-2,4-difluorophenyl)(6-(trifluoromethyl)pyridin-3-yl)methyl)-2-methylpropan-2-sulfinamide ClC=1C(=C(C=CC1F)C(NS(=O)C(C)(C)C)C=1C=NC(=CC1)C(F)(F)F)F